tridecafluoro-n-octyltriethoxysilane FC(C(C(C(C([Si](OCC)(OCC)OCC)(F)F)(F)F)(F)F)(F)F)(CCC(F)(F)F)F